FC=1C=C(C=CC1)/C=C/B(O)O [(E)-2-(3-fluorophenyl)vinyl]boronic acid